OC1=C(C=C(C=C1)OCC1=NC=C(C=C1)OC)NC(=O)C=1C=CC(=NC1)NC(OC(C)(C)C)=O tert-Butyl N-[5-({2-hydroxy-5-[(5-methoxypyridin-2-yl)methoxy]phenyl}carbamoyl)pyridin-2-yl]carbamate